C12(C(=CCC(C1(C)C)C2)C)O α-pineneol